manganese-copper oxide [Cu]=O.[Mn]